CC=1C=C(C=CC1C)C=1C=C2C(=NC1)NN=C2C(=O)C=2C(=C(C=CC2F)NS(=O)(=O)CCC)F N-(3-(5-(3,4-Dimethylphenyl)-1H-pyrazolo[3,4-b]pyridin-3-carbonyl)-2,4-difluorophenyl)propan-1-sulfonamid